C1(CCCCC1)CN(C)CC=1C=CC=2N(C1)C=C(N2)CNC(=O)C=2N=C1N(C(C2)=O)C=CC=C1 N-[(6-{[(cyclohexyl-methyl)(methyl)amino]methyl}imidazo[1,2-a]pyridin-2-yl)methyl]-4-oxo-4H-pyrido[1,2-a]pyrimidine-2-carboxamide